2-((1-(benzyloxy)-3-fluoropropan-2-yl)oxy)tetrahydro-2H-pyran C(C1=CC=CC=C1)OCC(CF)OC1OCCCC1